OC=1C=C2CCC(C(C2=CC1)C1=CC=C(C=C1)N1CCC(CC1)N(C)CC1=C(C=NC=C1)N1C(NC(CC1)=O)=O)C1=CC=CC=C1 1-(4-(((1-(4-(6-hydroxy-2-phenyl-1,2,3,4-tetrahydronaphthalen-1-yl)phenyl)piperidin-4-yl)(methyl)amino)methyl)pyridin-3-yl)dihydropyrimidine-2,4(1H,3H)-dione